bis(8-(benzyloxy)octyl) 2-((tert-butyldiphenylsilyl)oxy)pentanedioate [Si](C1=CC=CC=C1)(C1=CC=CC=C1)(C(C)(C)C)OC(C(=O)OCCCCCCCCOCC1=CC=CC=C1)CCC(=O)OCCCCCCCCOCC1=CC=CC=C1